(R)-6-(2-(6-(trifluoromethyl)imidazo[1,2-a]pyridin-3-yl)pyrimidin-4-yl)-2,6-diazaspiro[3.5]nonan-1-one FC(C=1C=CC=2N(C1)C(=CN2)C2=NC=CC(=N2)N2C[C@]1(CNC1=O)CCC2)(F)F